CC12C34C(CC5(C(C4C(CC2=CC(CC1)=O)C(=O)[O-])CCC51OC(CC1)=O)C)O3 2,15-dimethyl-5,5'-dioxospiro[18-oxapentacyclo[8.8.0.01,17.02,7.011,15]octadec-6-ene-14,2'-oxolane]-9-carboxylate